(E)-2-(4-pyridyl)-1H-pyrimidin-6-one N1=CC=C(C=C1)C=1NC(C=CN1)=O